N1=C(C=NC=C1)N1C(CCC2=CC(=CC=C12)C(=O)O)C(F)(F)F 1-(pyrazin-2-yl)-2-(trifluoromethyl)-1,2,3,4-tetrahydroquinoline-6-carboxylic acid